(3R)-3-hydroxypyrrolidin-2-one O[C@H]1C(NCC1)=O